4,4'-(furan-2-ylmethylene)bis(N-(furan-2-ylmethyl)aniline) O1C(=CC=C1)C(C1=CC=C(NCC=2OC=CC2)C=C1)C1=CC=C(NCC=2OC=CC2)C=C1